butyl 3-(2-fluorobenzoyl)-4-oxopiperidine-1-carboxylate FC1=C(C(=O)C2CN(CCC2=O)C(=O)OCCCC)C=CC=C1